C12(CC3CC(CC(C1)C3)C2)CN2N=CC(=C2)C2=C(C=3N(C=C2)C(=CN3)C=3N=NC(=CC3)NC3=NC=CC=C3)C(=O)O 7-(1-(adamantan-1-ylmethyl)-1H-pyrazol-4-yl)-3-(6-(pyridin-2-ylamino)pyridazin-3-yl)imidazo[1,2-a]pyridine-8-carboxylic acid